C(C)(C)(C)OC(N(C)C1CN(CCC1)C=1C=NC=CC1C1=CC(=C(C=C1)CNC(=O)C1=NOC(=N1)C(C)(C)C)C)=O.N1CCC(CC1)CCCC1CCNCC1 1,3-bis(4-piperidinyl)propane tert-butyl-(1-(4-(4-((5-(tert-butyl)-1,2,4-oxadiazole-3-carboxamido)methyl)-3-methylphenyl)pyridin-3-yl)piperidin-3-yl)(methyl)carbamate